(2S,4R)-4-fluoro-1-((R)-3,3,3-trifluoro-2-hydroxy-2-methylpropanoyl)pyrrolidine-2-carboxylic acid F[C@@H]1C[C@H](N(C1)C([C@@](C(F)(F)F)(C)O)=O)C(=O)O